4-(2,2-difluoroethyl)piperazin FC(CN1CCNCC1)F